N'-hydroxy-3-((4-methoxybenzyl)oxy)-5-((1-(4-(trifluoromethyl)phenyl)-1H-1,2,4-triazol-3-yl)amino)picolinimidamide ON=C(C1=NC=C(C=C1OCC1=CC=C(C=C1)OC)NC1=NN(C=N1)C1=CC=C(C=C1)C(F)(F)F)N